(S)-4-(3-hydroxy-3-((methoxy-d3)methyl)pent-1-yn-1-yl)benzoate O[C@](C#CC1=CC=C(C(=O)[O-])C=C1)(CC)COC([2H])([2H])[2H]